C1=CC=CC=2C3=CC=CC=C3C(C12)COC(=O)N[C@H](C(=O)O)CC1=CC(=CC=C1)C1=CC=NC=C1 (S)-2-((((9H-fluoren-9-yl)methoxy)carbonyl)amino)-3-(3-(pyridin-4-yl)phenyl)propanoic acid